NC=1C=2N(C(=C(N1)C1=CC=C(C=C1)F)C=1C=CC=3N(C1)C(=CN3)C)C=C(N2)C(=O)NC23CC(C2)(C3)CNCC(F)F 8-amino-N-(3-{[(2,2-difluoro-ethyl)amino]methyl}bicyclo[1.1.1]pentan-1-yl)-6-(4-fluorophenyl)-5-{3-methylimidazo[1,2-a]pyridin-6-yl}imidazo[1,2-a]pyrazine-2-carboxamide